3-[3,5-dimethyl-tert-butyloxycarbonyl-dimethyl-methyloxyphenyl]-prop-2-en-1-one CC=1C(=C(C(=C(C1C)C)C)C=CC=O)OCC(=O)OC(C)(C)C